BrC1=CC2=C(N(C(=N2)C2CCCC(N2C2=CC(=C(C=C2)F)F)=O)[C@@H]2CC[C@H](CC2)OC)C=C1 6-(5-bromo-1-((trans)-4-methoxycyclohexyl)-1H-benzo[d]imidazol-2-yl)-1-(3,4-difluorophenyl)piperidin-2-one